C(C)(C)(C)OC(=O)NC[C@@]1(OC2=C(C1)C(=C(C(=C2)F)Cl)C2=C(C(=O)O)C=CC(=C2F)OCCOC2OCCCC2)C2=CC=CC=C2 2-((2S,4R)-2-(((tert-butoxycarbonyl)amino)methyl)-5-chloro-6-fluoro-2-phenyl-2,3-dihydrobenzofuran-4-yl)-3-fluoro-4-(2-((tetrahydro-2H-pyran-2-yl)oxy)ethoxy)benzoic acid